C(C)(=O)NC=1N=C2N(N=C(C=C2)C=2C=C(C(=NC2)OC)C(=O)NCC2=C(C=CC=C2)OC(C)C)C1 5-{2-acetamidoimidazo[1,2-b]pyridazin-6-yl}-2-methoxy-N-{[2-(propan-2-yloxy)phenyl]methyl}pyridine-3-carboxamide